C(C)OC(CCC(=O)C1=NC(=CC(=C1O)C#N)CC1=C(C=CC=C1)C#N)=O 4-[4-Cyano-6-(2-cyano-benzyl)-3-hydroxy-pyridin-2-yl]-4-oxo-butyric acid ethyl ester